benzyl (R)-7-(3-(tributylstannyl)-7H-pyrrolo[2,3-c]pyridazin-7-yl)-4-azaspiro[2.5]octane-4-carboxylate C(CCC)[Sn](C1=CC2=C(N=N1)N(C=C2)[C@@H]2CCN(C1(CC1)C2)C(=O)OCC2=CC=CC=C2)(CCCC)CCCC